3-(3-(azetidin-3-yloxy)benzyl)-2-methyl-6-(1H-pyrazol-4-yl)quinazolin-4(3H)-one N1CC(C1)OC=1C=C(CN2C(=NC3=CC=C(C=C3C2=O)C=2C=NNC2)C)C=CC1